ClC=1N=C(C2=C(N1)N(C=C2)[C@@H]2C[C@@H]([C@@H]1[C@H]2OC(O1)(C)C)C=1C=C(C=O)C=CC1)NCC1=CC=C(C=C1)OC 3-[(3aR,4R,6R,6aS)-6-(2-chloro-4-{[(4-methoxyphenyl)methyl]amino}pyrrolo[2,3-d]pyrimidin-7-yl)-2,2-dimethyl-tetrahydro-3aH-cyclopenta[d][1,3]dioxol-4-yl]benzaldehyde